ClC1=CC(NC2=CC=CC=C12)=O 4-chloroquinolin-2(1H)-one